2,2-difluoro-2-(3-fluorophenoxy)-N-((3s,4s)-3-methylpiperidin-4-yl)acetamide FC(C(=O)N[C@@H]1[C@H](CNCC1)C)(OC1=CC(=CC=C1)F)F